2-((3bS,4aR)-5,5-difluoro-3-(trifluoromethyl)-3b,4,4a,5-tetrahydro-1H-cyclopropa[3,4]cyclopenta[1,2-c]pyrazol-1-yl)acetamide Sulfuric Acid Salt S(O)(O)(=O)=O.FC1([C@H]2[C@@H](C3=C1N(N=C3C(F)(F)F)CC(=O)N)C2)F